benzo-[d]thiazol-5-amine S1C=NC2=C1C=CC(=C2)N